(2-(5-(1-aminoethyl)thiophen-3-yl)benzyl)(methyl)carbamate NC(C)C1=CC(=CS1)C1=C(COC(NC)=O)C=CC=C1